N-(3-(9-fluoro-5-oxo-1-thioxo-1,2-dihydro-[1,2,4]triazolo[4,3-a]quinazolin-4(5H)-yl)propyl)-2-(4-(morpholinomethyl)phenyl)acetamide FC=1C=CC=C2C(N(C=3N(C12)C(NN3)=S)CCCNC(CC3=CC=C(C=C3)CN3CCOCC3)=O)=O